C(C)OC(=O)N1CCN(CCC1)C1CCC(CC1)(C1=NC=C(C=C1)C(F)(F)F)C#N 4-{4-cyano-4-[5-(trifluoromethyl)pyridin-2-yl]cyclohexyl}-1,4-diazepan-1-carboxylic acid ethyl ester